C(C)(C)(C)OC(=O)N[C@@H](CC1=CN(C2=CC=CC=C12)C(=O)OC(C)(C)C)[C@H]1N[C@H](C(NC1)=O)CCCCNC(=O)OC(C)(C)C (5S,3S)-5-((S)-1-(tert-Butoxycarbonyl)amino-2-(1-(tert-butoxycarbonyl)(indol-3-yl))-ethyl)-3-(4-(tert-butoxycarbonyl)amino-butyl)-2-oxopiperazine